BrC1=CC=CC(N1CC1=C(C=C(C=C1)OC)OC)Cl 6-bromo-2-chloro-N-(2,4-dimethoxybenzyl)pyridin